CC1=CC2=C(C3=CC=C(C=C3C(=C2C=C1)OC(=O)OC(C)C)C)OC(=O)OC(C)C 2,6-dimethyl-9,10-bis(isopropoxycarbonyloxy)anthracene